(S)-1-cyclopentyl-5-(2,6-dimethoxyphenyl)-N-(4-(piperidin-1-yl)-1-(thiazol-2-yl)but-2-yl)-1H-pyrazole-3-carboxamide C1(CCCC1)N1N=C(C=C1C1=C(C=CC=C1OC)OC)C(=O)N[C@H](CC=1SC=CN1)CCN1CCCCC1